C(CCCCCCC\C=C/C\C=C/CCCCC)(=O)OCC(COC(CCCCCCCCCCCCCCC)=O)OC(NC1CN(C1)CC(F)(F)F)=O 3-(palmitoyloxy)-2-(((1-(2,2,2-trifluoroethyl)azetidin-3-yl)carbamoyl)oxy)propyl (9Z,12Z)-octadeca-9,12-dienoate